C1(CCCCC1)C=1C=CC(=C(OC(C(=O)OC)=CO)C1)C methyl 2-(5-cyclohexyl-2-methyl-phenoxy)-3-hydroxy-prop-2-enoate